COC(C1=CC(=C(C(=C1)F)C#C[Si](C)(C)C)F)=O 3,5-difluoro-4-((trimethylsilyl)ethynyl)benzoic acid methyl ester